COC(=O)C1=NSC(=C1I)C 4-iodo-5-methyl-isothiazole-3-carboxylic acid methyl ester